CC(CC(=O)NC([C@@H](NC)C(C)C)=O)C 3-methyl-N-(methyl-L-valyl)butanamide